C1(CCCC1)C1=NC(=C(C2=C1C=CN2)C(=O)N)C2=CC=C(C=C2)CNC(C2=C(C=CC(=C2)F)OC)=O 4-cyclopentyl-6-(4-((5-fluoro-2-methoxybenzamido)methyl)phenyl)-1H-pyrrolo[3,2-c]pyridine-7-carboxamide